1,1,1,3,3,3-hexafluoropropan-2-yl 1-(4-chloro-2-(4-fluoropiperidin-1-yl) benzyl)-1,8-diazaspiro[4.5]decane-8-carboxylate ClC1=CC(=C(CN2CCCC23CCN(CC3)C(=O)OC(C(F)(F)F)C(F)(F)F)C=C1)N1CCC(CC1)F